BrC=1C(=NC(=NC1)NC=1C(=NN(C1)C1CC2CCC(C1)N2C)C)NCCCN2C(N(CCCC2)C)=O 1-(3-((5-Bromo-2-((3-methyl-1-(8-methyl-8-azabicyclo[3.2.1]octan-3-yl)-1H-pyrazol-4-yl)amino)pyrimidin-4-yl)amino)propyl)-3-methyl-1,3-diazepan-2-on